FC(OC=1C=C(C=CC1)C1(CC1)NC(=O)NC1CC2(C1)CCC2)F 1-[1-(3-Difluoromethoxy-phenyl)-cyclopropyl]-3-spiro[3.3]hept-2-yl-urea